N1(CCNCCC1)C1=CC=C(C=C1)C=1C=C(C2=CN(N=C2C1Cl)C(C(=O)NC=1SC=CN1)C1=C2N(C=N1)C[C@@H](C2)F)Cl (6-(4-(1,4-diazepan-1-yl)phenyl)-4,7-dichloro-2H-indazol-2-yl)-2-((R)-6-fluoro-6,7-dihydro-5H-pyrrolo[1,2-c]imidazol-1-yl)-N-(thiazol-2-yl)acetamide